ClC1=CC=C(C(=N1)N1CCCCC1)N[C@H](C)C=1C=C(C=C2C(C(=C(OC12)C=1C=NC=CC1)C)=O)C 8-[(1R)-1-[[6-Chloro-2-(1-piperidyl)-3-pyridyl]amino]ethyl]-3,6-dimethyl-2-(3-pyridyl)chromen-4-one